O=C1C=CC=NN1 6-oxopyridazin